4-ethylcyclohexyl fumarate fumarate C(\C=C\C(=O)O)(=O)O.C(\C=C\C(=O)O)(=O)OC1CCC(CC1)CC